N-(tert-butyl)-2-cyano-3-(3-(3-oxo-3-(((R)-2-phenyl-1-((3aS,4S,6S,7aR)-3a,5,5-trimethylhexahydro-4,6-methanobenzo[d][1,3,2]dioxaborol-2-yl)ethyl)amino)propyl)phenyl)acrylamide C(C)(C)(C)NC(C(=CC1=CC(=CC=C1)CCC(N[C@@H](CC1=CC=CC=C1)B1O[C@@]2([C@H](O1)C[C@H]1C([C@@H]2C1)(C)C)C)=O)C#N)=O